ClC1=NC=CC(=N1)C=1N(N=C2C(=CC=CC12)F)C (2-chloropyrimidin-4-yl)-7-fluoro-2-methyl-2H-indazole